The molecule is an hydroxy saturated fatty acid anion that is the conjugate base of 5-hydroxydecanoic acid, obtained by deprotonation of the carboxy group; major species at pH 7.3. It is a conjugate base of a 5-hydroxyoctadecanoic acid. CCCCCCCCCCCCCC(CCCC(=O)[O-])O